O=C(/C=C/C(=O)N[C@@H](CC1=CC=CC=C1)OB(O)O)NCC1=NC=CN=C1 (R,E)-(1-(4-oxo-4-((pyrazin-2-ylmethyl)amino)but-2-enamido)-2-phenylethyl)boric acid